4-(N-2-cyanoethylsulfamoyl)benzamide C(#N)CCNS(=O)(=O)C1=CC=C(C(=O)N)C=C1